Methyl 2-({4-oxo-1H,4H,5H-pyrazolo[4,3-c]pyridin-5-yl}methyl)-1-benzofuran-7-carboxylate O=C1N(C=CC2=C1C=NN2)CC=2OC1=C(C2)C=CC=C1C(=O)OC